N1C(=NC2=C1C=CC=C2)CNCCC=2SC=C(N2)C(=O)NCC=2C=NC(=CC2)C#N 2-{2-[(1H-1,3-Benzodiazol-2-ylmethyl)amino]ethyl}-N-[(6-cyanopyridin-3-yl)methyl]-1,3-thiazole-4-carboxamide